C(C)(C)(C)OC(=O)N(C1(CC1)C1=CC(=C(C(=C1)F)C=1N=C2N(C=CC(=C2)C)C1C[C@H]1CN(CCO1)C(=O)OC)F)C methyl (S)-2-((2-(4-(1-((tert-butoxycarbonyl)(methyl)amino)cyclopropyl)-2,6-difluorophenyl)-7-methylimidazo[1,2-a]pyridin-3-yl)methyl)morpholine-4-carboxylate